NC1=NC=CC2=C(C=CC=C12)C=1C=C2C(=NN(C2=CC1)C)COC1=C(C=CC(=C1)OC)CC(=O)O 2-(2-((5-(1-aminoisoquinolin-5-yl)-1-methyl-1H-indazol-3-yl)methoxy)-4-methoxyphenyl)acetic acid